FC1=C(C(=CC=C1)OC)C1=CC(=NC=C1C(=O)NC=1SC(=NN1)OCC(C)(C)OC)C 4-(2-Fluoro-6-methoxyphenyl)-N-(5-(2-methoxy-2-methylpropoxy)-1,3,4-thiadiazol-2-yl)-6-methylnicotinamide